tert-butyl-3-(4-(2-chloro-7-((2-(trimethylsilyl)ethoxy)methyl)-7H-pyrrolo[2,3-d]pyrimidin-4-yl)-1H-pyrazol-1-yl)azetidin-1-carboxylic acid C(C)(C)(C)C1N(CC1N1N=CC(=C1)C=1C2=C(N=C(N1)Cl)N(C=C2)COCC[Si](C)(C)C)C(=O)O